2-(4-methyl-1-cyclohex-3-enyl)propane-2-thiol CC1=CCC(CC1)C(C)(C)S